C(C1=CC=CC=C1)C=1NC(=NN1)C(=O)NC1C2C(C3=C(NC1=O)N=CC=C3)C2 5-benzyl-N-(cis-3-oxo-1,1a,2,3,4,8b-hexahydrocyclopropa[d]pyrido[2,3-b]azepin-2-yl)-4H-1,2,4-triazole-3-carboxamide